2-[4-(5-Amino-4-cyano-1-isopropylpyrazol-3-yl)phenyl]-N-[5-(3,3-difluoro-2-methylbutan-2-yl)-1,2-oxazol-3-yl]propanamide NC1=C(C(=NN1C(C)C)C1=CC=C(C=C1)C(C(=O)NC1=NOC(=C1)C(C)(C(C)(F)F)C)C)C#N